7-((3-bromo-6-methyl-5,5-dioxido-6,11-dihydrodibenzo[c,f][1,2]thiazepine-11-yl)amino)heptanoic acid BrC1=CC2=C(C(C3=C(N(S2(=O)=O)C)C=CC=C3)NCCCCCCC(=O)O)C=C1